1-(4-(3-cyclopentyl-1,2,4-oxadiazol-5-yl)piperidin-1-yl)-2-(4-methyl-1,2,5-oxadiazol-3-yl)ethan-1-one C1(CCCC1)C1=NOC(=N1)C1CCN(CC1)C(CC1=NON=C1C)=O